dimethyl-(p-cyanophenyl)sulfonium C[S+](C1=CC=C(C=C1)C#N)C